2,15-dioxa-4,7,10,13-tetraazaoctadecan-18-oic acid COCNCCNCCNCCNCOCCC(=O)O